1-(3-cyano-4-isopropoxy-phenyl)-imidazole-4-carboxylic acid ethyl ester C(C)OC(=O)C=1N=CN(C1)C1=CC(=C(C=C1)OC(C)C)C#N